NC[C@@H](F)C=1C=NC(=NC1)C1=C(C=C(C#N)C=C1)OC1=NC(=NC(=C1)N1CCOCC1)C 4-[5-[(1S)-2-amino-1-fluoroethyl]pyrimidin-2-yl]-3-(2-methyl-6-morpholin-4-ylpyrimidin-4-yl)oxybenzonitrile